N1N=CC(=C1)CN1C(CC(C1)C1=C(C(=CC(=C1)F)F)F)=O (-)-1-(1H-pyrazol-4-ylmethyl)-4-(2,3,5-trifluorophenyl)pyrrolidin-2-one